O1-[[2,2-dimethyl-5-[[8-(1-methyloctoxy)-8-oxo-octanoyl]oxymethyl]-1,3-dioxan-5-yl]methyl] O8-(1-methyloctyl) octanedioate C(CCCCCCC(=O)OC(CCCCCCC)C)(=O)OCC1(COC(OC1)(C)C)COC(CCCCCCC(=O)OC(CCCCCCC)C)=O